phosphooleate P(=O)(=O)C(C(=O)[O-])CCCCCC\C=C/CCCCCCCC